(R)-N-(2-(4-(4-cyclopropylpiperazin-1-yl)piperidin-1-yl)-6-methoxy-5-((6-(3-(3-phenoxyphenyl)isoxazolidin-2-yl)pyrimidin-4-yl)amino)pyridin-3-yl)acrylamide C1(CC1)N1CCN(CC1)C1CCN(CC1)C1=NC(=C(C=C1NC(C=C)=O)NC1=NC=NC(=C1)N1OCC[C@@H]1C1=CC(=CC=C1)OC1=CC=CC=C1)OC